1-((2-chloro-6-methylpyridin-4-yl)methyl)-6-(4-methoxy-5H-pyrrolo[3,2-d]pyrimidin-5-yl)-2-methyl-1H-imidazo[4,5-b]pyridine ClC1=NC(=CC(=C1)CN1C(=NC2=NC=C(C=C21)N2C=CC=1N=CN=C(C12)OC)C)C